N1(CCCCC1)C=1C=C(C(=O)N)C=CC1 3-(1-piperidinyl)benzamide